1,2-dimethylbenzoindole iodide [I-].CN1C(=CC2=CC=C3C(=C12)C=CC=C3)C